propyl gallate sodium [Na].C(C1=CC(O)=C(O)C(O)=C1)(=O)OCCC